N1(CCC1)CC#CC1=CC(=C(OCCCC2=C(N=C(S2)N2CCCC3=C2N=NC(=C3C)NC=3SC2=C(N3)C=CC=C2)C(=O)OC)C=C1)F methyl 5-[3-[4-[3-(azetidin-1-yl)prop-1-ynyl]-2-fluoro-phenoxy]propyl]-2-[3-(1,3-benzothiazol-2-ylamino)-4-methyl-6,7-dihydro-5H-pyrido[2,3-c]pyridazin-8-yl]thiazole-4-carboxylate